ClCC[Si](OCCOC)(OCCOC)OCCOC (2-chloroethyl)tris(2-methoxyethoxy)silane